ClC=1C=C(C=CC1F)NC(N(C)C(C)C1=CN=C(C2=CC=CC=C12)C(=O)NC)=O 4-(1-(3-(3-chloro-4-fluorophenyl)-1-methylureido)ethyl)-N-methylisoquinoline-1-carboxamide